N-(1-(benzo[d][1,3]dioxol-5-yl)-1H-imidazol-4-yl)-2-chlorothieno[2,3-d]pyrimidin-4-amine O1COC2=C1C=CC(=C2)N2C=NC(=C2)NC=2C1=C(N=C(N2)Cl)SC=C1